(S)-N-(1-((3-chloropyridin-2-yl)oxy)propan-2-yl)-5-chloro-2-methyl-6-ethylpyrimidin-4-amine ClC=1C(=NC=CC1)OC[C@H](C)NC1=NC(=NC(=C1Cl)CC)C